methyl 4,5-dichloro-2-methoxybenzoate ClC1=CC(=C(C(=O)OC)C=C1Cl)OC